[C@H]12OC[C@H](N(C1)C1=NC=3N(C=C1)N=CC3C(=O)NC=3C(=NN(C3)C3CCC(CC3)C=O)C)C2 5-((1R,4R)-2-oxa-5-azabicyclo[2.2.1]heptan-5-yl)-N-(1-((1R,4R)-4-formylcyclohexyl)-3-methyl-1H-pyrazol-4-yl)pyrazolo[1,5-a]pyrimidine-3-carboxamide